S(=O)(=O)([O-])C1=CC=C(C)C=C1.CN1C=[N+](C=C1)C 1,3-dimethylimidazolium tosylate